(2-cyanoethyl)-1H-imidazole-2-carboxylic acid C(#N)CCN1C(=NC=C1)C(=O)O